BrC1=C(C=C(C=C1)C(C)(C)C)Br 1,2-dibromo-4-(tert-butyl)benzene